1-(2-chloro-6-fluoro-3-methoxyphenyl)-1,7-dihydropyrano[3,4-c]pyrazol-4(5H)-one ClC1=C(C(=CC=C1OC)F)N1N=CC2=C1COCC2=O